C(C)(C)C1=C(C(=CC=C1)C(C)C)N1C(N2C(C=CC=C2OC)=C1)=[Au-2]Cl 2-(2,6-diisopropylphenyl)-5-methoxyimidazo[1,5-a]pyridin-3-ylidenegold(I) chloride